N-[4-(3-cyanophenyl)-5-(2,6-dimethyl-4-pyridinyl)thiazol-2-yl]-1-methyl-2-oxo-1,3,8-triazaspiro[4.5]decane-8-carboxamide C(#N)C=1C=C(C=CC1)C=1N=C(SC1C1=CC(=NC(=C1)C)C)NC(=O)N1CCC2(CNC(N2C)=O)CC1